N-(trans-4-ethoxycyclohexyl)-5-(4-fluoro-1-isopropyl-2-methyl-1H-benzo[d]imidazol-6-yl)pyrrolo[2,1-f][1,2,4]triazin-2-amine C(C)O[C@@H]1CC[C@H](CC1)NC1=NN2C(C=N1)=C(C=C2)C=2C=C(C1=C(N(C(=N1)C)C(C)C)C2)F